4-(2-(6-fluoro-7-methoxy-1-(trifluoromethyl)-9H-pyrido[3,4-b]indol-9-yl)ethyl)morpholine Hydrochloride Salt Cl.FC=1C=C2C3=C(N(C2=CC1OC)CCN1CCOCC1)C(=NC=C3)C(F)(F)F